bis(1,3-dimethyl-3-(1-tert-butylcyclohexyl)cyclopentadienyl)zirconium dichloride [Cl-].[Cl-].CC1=C(C(C=C1)(C1(CCCCC1)C(C)(C)C)C)[Zr+2]C1=C(C=CC1(C)C1(CCCCC1)C(C)(C)C)C